(R)-2-allyl-6-((4-chlorophenyl)amino)-1-(6-(methyl(1-methylpiperidin-3-yl)amino)pyridin-2-yl)-1,2-dihydro-3H-pyrazolo[3,4-d]pyrimidin-3-one C(C=C)N1N(C2=NC(=NC=C2C1=O)NC1=CC=C(C=C1)Cl)C1=NC(=CC=C1)N([C@H]1CN(CCC1)C)C